OC1=NN(C=N1)CC1=CC=C(C=C1)C=C 3-hydroxy-1-(4-vinylbenzyl)-1H-1,2,4-triazole